N1=C(C=CC=C1)C=O pyridine-2-carbaldehyde